Cl.C1(CCCCC1)CN1CCC2(CC(C2)N(C(=O)C=2OC=CC2)C2=CC=CC=C2)CC1 N-(7-(cyclohexylmethyl)-7-azaspiro[3.5]nonan-2-yl)-N-phenylfuran-2-carboxamide hydrochloride